N-(1-methyl-3-(6-(methylsulfonyl)-4-morpholinopyridin-2-yl)-1H-pyrrolo[2,3-c]pyridin-5-yl)acetamide CN1C=C(C=2C1=CN=C(C2)NC(C)=O)C2=NC(=CC(=C2)N2CCOCC2)S(=O)(=O)C